N-[5-(7-fluoro-2-oxo-3,4-dihydro-1H-quinolin-6-yl)-3-methyl-triazol-4-yl]Carbamate FC1=C(C=C2CCC(NC2=C1)=O)C1=C(N(N=N1)C)NC([O-])=O